5-(benzyloxy)pyrimidin C(C1=CC=CC=C1)OC=1C=NC=NC1